CC=1C2=CN(N=C2C2=C(C1)OC(=C2C(F)(F)F)C(=O)NC[C@H]2OCCC2)CC2=CC=NC=C2 4-methyl-N-{[(2S)-tetrahydrofuran-2-yl]methyl}-2-[(pyridin-4-yl)methyl]-8-(trifluoromethyl)-2H-furo[2,3-g]indazole-7-carboxamide